COC1=C(C=C(C=C1)OC)CCC=1N=C(C2=C(N1)OC(=C2C(=O)N)C)NC2(CC2)C [2-(2,5-Dimethoxyphenyl)ethyl]-6-methyl-4-[(1-methylcyclopropyl)amino]furo[2,3-d]pyrimidine-5-carboxamide